tert-butyl (1-(benzylamino)-2-methylpropan-2-yl)carbamate C(C1=CC=CC=C1)NCC(C)(C)NC(OC(C)(C)C)=O